((4S,5S)-2,2-dimethyl-5-((pent-4-en-1-ylamino)methyl)-1,3-dioxolan-4-yl)methanol CC1(O[C@H]([C@@H](O1)CO)CNCCCC=C)C